((1-(cyclopropylamino)cyclobutyl)methyl)-4-(pyridin-2-ylethynyl)benzamide C1(CC1)NC1(CCC1)CC1=C(C(=O)N)C=CC(=C1)C#CC1=NC=CC=C1